ClC1=CC(=NC(=C1C(=O)O)N1CCOCC1)Cl 4,6-dichloro-2-morpholinonicotinic acid